2-dimethylamino-5-hydroxy-N-methylbenzamide CN(C1=C(C(=O)NC)C=C(C=C1)O)C